CC1=CC=C(C=C1)[S@@](=O)OC1CC(CCC1C(C)C)C (1E,2S,5E)-(-)-menthyl (S)-p-toluenesulfinate